C1(=CC=CC=C1)S(=O)(=O)NC=1C=C(C=CC1)/C=C/[C@@H](CCOC=1C=C(C=CC1)/C=C/C(=O)O)O (E)-3-[3-[(E,3R)-5-[3-(Benzenesulfonamido)phenyl]-3-hydroxypent-4-enoxy]phenyl]prop-2-enoic acid